N-[2-(4,4-difluoro-1-methyl-2-piperidyl)-4-(2-fluorophenyl)-3-pyridyl]-2-isopropyl-pyrimidine-5-carboxamide FC1(CC(N(CC1)C)C1=NC=CC(=C1NC(=O)C=1C=NC(=NC1)C(C)C)C1=C(C=CC=C1)F)F